OC1=CC(=CC(=C1)C1=CC=CC=C1)C1=CC=CC=C1 2-hydroxy-4,6-diphenylbenzene